C(C)(C)(C)OC(N(C)[C@H](C(=O)NN)CC(C)C)=O (S)-(1-hydrazino-4-methyl-1-oxo-pentan-2-yl)(methyl)carbamic acid tert-butyl ester